gallium Zinc oxide [O-2].[Zn+2].[Ga+3]